FC1=C(C(=CC=C1)F)C=1C(=C(N=NC1)C(=O)N)NC=1C=C2CN(C(C2=CC1)=O)C (2,6-difluorophenyl)-4-((2-methyl-1-oxoisoindolin-5-yl)amino)pyridazine-3-carboxamide